NC(C(=O)O)C=1C=NC(=CC1)C1=C(C=C(C=C1)C#N)OC=1N(N=C(C1)C1CC1)C 2-amino-2-[6-[4-cyano-2-(5-cyclopropyl-2-methylpyrazol-3-yl)oxyphenyl]pyridin-3-yl]acetic acid